ethyl (S,Z)-4-((1R,3R,4R)-2-((3-chlorophenyl)-L-leucyl)-5,5-difluoro-2-azabicyclo[2.2.2]octane-3-carboxamido)-2-fluoro-5-((R)-2-oxopyrrolidin-3-yl)pent-2-enoate ClC=1C=C(C=CC1)N[C@@H](CC(C)C)C(=O)N1[C@H]2CC([C@@H]([C@@H]1C(=O)N[C@H](\C=C(\C(=O)OCC)/F)C[C@@H]1C(NCC1)=O)CC2)(F)F